3-phenyl-1H-pyrrole-2-carboxylic acid methyl ester COC(=O)C=1NC=CC1C1=CC=CC=C1